3-(3-methyl-piperazin-1-yl)-5-ethyl-5H-indolo[3,2-c]quinoline CC1CN(CCN1)C1=CC=C2C=3C(=CN(C2=C1)CC)C1=CC=CC=C1N3